5-amino-3-methoxy-2-(1-(tetrahydro-2H-pyran-2-yl)-1H-pyrazol-5-yl)benzonitrile NC=1C=C(C(=C(C#N)C1)C1=CC=NN1C1OCCCC1)OC